O=C1NCC2=CC(=CC=C2C1)C(=O)O 3-oxo-2,4-dihydro-1H-isoquinoline-7-carboxylic acid